tert-butyl 5-[3-[4-(cyclopropylcarbamoyl)-3-(difluoromethoxy)-5-methoxy-phenyl]imidazo[1,2-a]pyridin-7-yl]-3,6-dihydro-2H-pyridine-1-carboxylate C1(CC1)NC(=O)C1=C(C=C(C=C1OC)C1=CN=C2N1C=CC(=C2)C2=CCCN(C2)C(=O)OC(C)(C)C)OC(F)F